[Si](C)(C)(C(C)(C)C)O[C@@H]1CC[C@H](OC1)CN ((2S,5R)-5-((tert-Butyldimethylsilyl)oxy)tetrahydro-2H-pyran-2-yl)methylamine